NCCOCCOCCOCCS(=O)C1=C2CNC(C2=CC=C1)=O 4-((2-(2-(2-(2-aminoethoxy)ethoxy)ethoxy)ethyl)sulfinyl)-1-oxoisoindolin